ethyl 3-(6-cyclopropyl-2-(hydroxymethyl)imidazo[1,2-a]pyridin-8-yl)propanoate C1(CC1)C=1C=C(C=2N(C1)C=C(N2)CO)CCC(=O)OCC